3,4-dimethyl-4-octenoic acid CC(CC(=O)O)C(=CCCC)C